2-phenyl-6-(4,4,5,5-tetramethyl-1,3,2-dioxaborolan-2-yl)quinoxaline C1(=CC=CC=C1)C1=NC2=CC=C(C=C2N=C1)B1OC(C(O1)(C)C)(C)C